2-(2-hydroxy-tert-octylphenyl)-2H-benzotriazole OC1=C(C=CC=C1C(C)(C)CC(C)(C)C)N1N=C2C(=N1)C=CC=C2